N-((7-Fluoro-1H-pyrrolo[3,2-c]pyridin-6-yl)methyl)-1-(4-((2-oxopyridin-1(2H)-yl)methyl)benzyl)-1H-pyrazole-4-carboxamide FC=1C2=C(C=NC1CNC(=O)C=1C=NN(C1)CC1=CC=C(C=C1)CN1C(C=CC=C1)=O)C=CN2